Rac-(1s,2s,4r)-4-(5-bromo-6-methoxy-2H-indazol-2-yl)-2-methylcyclohexane-1-ol BrC1=CC2=CN(N=C2C=C1OC)[C@H]1C[C@@H]([C@H](CC1)O)C |r|